3-(sec-butyl)-4-(3-(dimethylamino)azetidine-1-carbonyl)-1,3,4,5-tetrahydro-2H-benzo[1,4]diazepin-2-one C(C)(CC)C1C(NC2=C(CN1C(=O)N1CC(C1)N(C)C)C=CC=C2)=O